tert-butyl 4-[4-[4-[(5-bromo-1-methyl-imidazole-2-onyl)amino]-2-chloro-benzoyl]piperazine-1-carbonyl]piperidine-1-carboxylate BrC1=C(NC(N1C)=O)NC1=CC(=C(C(=O)N2CCN(CC2)C(=O)C2CCN(CC2)C(=O)OC(C)(C)C)C=C1)Cl